(S)-(1-(4-(4-cyano-2,6-dimethylphenoxy)-2-((4-cyanophenyl)amino)-7,8-dihydropyrido[4,3-d]pyrimidin-6(5H)-yl)-1-oxo-3-phenylpropan-2-yl)carbamic acid tert-butyl ester C(C)(C)(C)OC(N[C@H](C(=O)N1CC2=C(N=C(N=C2OC2=C(C=C(C=C2C)C#N)C)NC2=CC=C(C=C2)C#N)CC1)CC1=CC=CC=C1)=O